ClC=1C=C2C(=NC(N(C2=CC1C1=C(C=CC=C1O)F)C1=C(C=CC=C1)C(C)C)=O)N1CCN(CC1)C(C=C)=O 6-chloro-7-(2-fluoro-6-hydroxy-phenyl)-1-(2-(2-propanyl)phenyl)-4-(4-(2-propenoyl)-1-piperazinyl)-2(1H)-quinazolinone